C1(CC1)C(=O)NC1=NN2C(C=C(C=C2)C2=C(C=NN2C)OCC2CC(C2)NC(OC(C)(C)C)=O)=C1 tert-butyl ((1s,3s)-3-(((5-(2-(cyclopropanecarboxamido)pyrazolo[1,5-a]pyridin-5-yl)-1-methyl-1H-pyrazol-4-yl)oxy)methyl)cyclobutyl)carbamate